(R)-4-(3-Fluoropyridin-4-yl)-N-((2-methoxypyridin-3-yl)methyl)-2-methylpiperazine-1-carboxamide FC=1C=NC=CC1N1C[C@H](N(CC1)C(=O)NCC=1C(=NC=CC1)OC)C